[Mo]=O.[Bi] Bismuth molybdenum oxide